2-chloro-5-(5-((2,5-dimethylpyrrolidin-1-yl)methyl)-1H-tetrazol-1-yl)benzonitrile ClC1=C(C#N)C=C(C=C1)N1N=NN=C1CN1C(CCC1C)C